Methyl 6-((4-(4-(1-(tert-butoxycarbonyl) piperidin-4-yl) phenyl)-1H-1,2,3-triazol-1-yl) methyl)-5-fluoronicotinate C(C)(C)(C)OC(=O)N1CCC(CC1)C1=CC=C(C=C1)C=1N=NN(C1)CC1=NC=C(C(=O)OC)C=C1F